(R)-4-(3-fluorophenyl)-oxazolidin-2-one FC=1C=C(C=CC1)[C@H]1NC(OC1)=O